3-methyl-N-(5-(3-methylcinnolin-6-yl)thiazol-2-yl)tetrahydrofuran-3-carboxamide CC1(COCC1)C(=O)NC=1SC(=CN1)C=1C=C2C=C(N=NC2=CC1)C